1-chloropentene ClC=CCCC